C(OCC(C)O)(OC1C(CCC(C1)C)C(C)C)=O 2-hydroxypropyl (5-methyl-2-prop-2-ylcyclohexyl) carbonate